cyclopentanediyl-10-phosphaphenanthrene C1(CCCC1)=P1CC2=CC=CC=C2C=2C=CC=CC12